methyl 6-bromo-3-(((2-((tert-butoxycarbonyl) amino)phenyl) thio)methyl)-2-fluorobenzoate BrC1=CC=C(C(=C1C(=O)OC)F)CSC1=C(C=CC=C1)NC(=O)OC(C)(C)C